COC1=CC=C(COC2CCN3C(OC2)=CC(=N3)C(=O)OCC)C=C1 ethyl 6-((4-methoxybenzyl) oxy)-5,6,7,8-tetrahydropyrazolo[5,1-b][1,3]oxazepine-2-carboxylate